3-(4-Bromophenyl)pyrrolidine tert-butyl-N-(3-cyclopropyl-6,7-dihydro-5H-thieno[3,2-b]pyran-6-yl)-N-[(2,4-dimethoxyphenyl)methyl]carbamate C(C)(C)(C)OC(N(CC1=C(C=C(C=C1)OC)OC)C1CC2=C(OC1)C(=CS2)C2CC2)=O.BrC2=CC=C(C=C2)C2CNCC2